4-(4-tert-butylphenyl)-5-[4-[(3S)-1-(3-fluoropropyl)pyrrolidin-3-yl]oxyphenyl]-2,3-dihydro-1-benzothiepin-8-ol C(C)(C)(C)C1=CC=C(C=C1)C=1CCSC2=C(C1C1=CC=C(C=C1)O[C@@H]1CN(CC1)CCCF)C=CC(=C2)O